C(C1=CC=CC=C1)N1CC(C(C1)C(F)(F)F)OCC1=CC=CC=C1 1-Benzyl-3-benzyloxy-4-(trifluoromethyl)pyrrolidine